COC1=CC=C(C=C1)C(C)(C)O 2-(p-methoxyphenyl)-2-propanol